(E)-N-(2-amino-4-fluorophenyl)-4-(3-benzylidene-2,5-diketopyrrolidinyl)butyramide NC1=C(C=CC(=C1)F)NC(CCCN1C(/C(/CC1=O)=C/C1=CC=CC=C1)=O)=O